5-Chloro-2-trifluoromethyl-pyridine-3-yl 3-deoxy-3-[4-(3,4,5-trifluorophenyl)-1H-1,2,3-triazol-1-yl]-1-thio-α-D-galactopyranoside FC=1C=C(C=C(C1F)F)C=1N=NN(C1)[C@@H]1[C@H]([C@@H](SC=2C(=NC=C(C2)Cl)C(F)(F)F)O[C@@H]([C@@H]1O)CO)O